3-methyl-1H-pyrrole-2-carboxylate CC1=C(NC=C1)C(=O)[O-]